(R)-2-(4-(6-Acetylamino-1-(6-(3-methoxytetrahydrofuran-3-yl)-4-methylpyridin-2-yl)-1H-pyrrolo[3,2-c]pyridin-3-yl)cyclohexyl)ethyl acetate C(C)(=O)OCCC1CCC(CC1)C1=CN(C2=C1C=NC(=C2)NC(C)=O)C2=NC(=CC(=C2)C)[C@]2(COCC2)OC